6-(4-amino-3-isopropyl-3H-imidazo[4,5-c]pyridin-6-yl)-1'-((R)-2-hydroxypropionyl)-1-((1s,3S)-3-(piperidin-1-yl)cyclobutyl)spiro[indolin-3,4'-piperidin]-2-one NC1=NC(=CC2=C1N(C=N2)C(C)C)C2=CC=C1C(=C2)N(C(C12CCN(CC2)C([C@@H](C)O)=O)=O)C2CC(C2)N2CCCCC2